(S)-2-(4-(benzo[d]thiazol-7-yl)phenyl)-2-(3-(2-ethynylthiazol-4-yl)ureido)-N-methyl-acetamide S1C=NC2=C1C(=CC=C2)C2=CC=C(C=C2)[C@@H](C(=O)NC)NC(=O)NC=2N=C(SC2)C#C